2-Chloro-4-methylpyrrolo[1,2-a]pyrimidine-8-carboxylic acid ClC1=NC=2N(C(=C1)C)C=CC2C(=O)O